5-((2-(4-(2-(((2-Chloro-[1,1'-biphenyl]-4-yl)methyl)amino)ethyl)-1H-imidazol-1-yl)ethyl)amino)benzo[c][2,6]naphthyridine-8-carboxamide ClC1=C(C=CC(=C1)CNCCC=1N=CN(C1)CCNC1=NC2=C(C3=CN=CC=C13)C=CC(=C2)C(=O)N)C2=CC=CC=C2